FC=1C=CC(=C2C=C(N(C12)CCNC1=CC(=NC=N1)C1=CC=C(C(=O)O)C=C1)C)C 4-{6-[2-(7-Fluoro-2,4-dimethyl-indol-1-yl)-ethylamino]-pyrimidin-4-yl}-benzoic acid